3-(6-amino-8-((6-(dimethylamino)benzo[d][1,3]dioxol-5-yl)thio)-9H-purin-9-yl)-N-(tert-butyl)propanamide NC1=C2N=C(N(C2=NC=N1)CCC(=O)NC(C)(C)C)SC1=CC2=C(OCO2)C=C1N(C)C